5-fluorofuran-2-ylstannane FC1=CC=C(O1)[SnH3]